ClC1=C(C(=NC2=C(C(=C(C=C12)CCC#N)C1=C(C(=CC=C1)Cl)Cl)F)C)C(=O)OCC ethyl (S)-4-chloro-6-(2-cyanoethyl)-7-(2,3-dichlorophenyl)-8-fluoro-2-methylquinoline-3-carboxylate